4-[5-(2-aminoethyl)pyrimidin-2-yl]-3-[2-methyl-6-(3-oxopiperazin-1-yl)pyridin-4-yl]oxybenzonitrile NCCC=1C=NC(=NC1)C1=C(C=C(C#N)C=C1)OC1=CC(=NC(=C1)N1CC(NCC1)=O)C